F[P-](F)(F)(F)(F)F.N1(N=NC2=C1C=CC=C2)OC(=[N+](C)C)N(C)C O-(benzotriazol-1-yl)-N,N,N',N'-tetramethyl-uronium hexafluorophosphate